[(2R,3R,4R,5R)-5-[2-amino-6-(methylamino)purin-9-yl]-4-fluoro-3-hydroxy-4-methyloxolan-2-yl]methyl (2S)-2-amino-3-methylbutanoate N[C@H](C(=O)OC[C@H]1O[C@H]([C@]([C@@H]1O)(C)F)N1C2=NC(=NC(=C2N=C1)NC)N)C(C)C